C(C1=CC=CC=C1)OC(=O)N1CCC(=C[C@H]1C1=CC=C(C=C1)C(=O)OC)C=1SC=CC1 (S)-6-(4-(methoxycarbonyl)phenyl)-4-(thiophen-2-yl)-3,6-dihydropyridine-1(2H)-carboxylic acid benzyl ester